(aminoethylaminomethyl)-phenethyl-trimethoxysilane NCCNCCO[Si](OC)(OC)CCC1=CC=CC=C1